FC(C=1C=C(C#N)C=CN1)(F)F 2-(trifluoromethyl)isonicotinonitrile